C1CC12CNC[C@H]2NC(OC(C)(C)C)=O tert-butyl (S)-(5-azaspiro[2.4]heptan-7-yl)carbamate